OCC1(C(NCC1)=O)NC(=O)C1=C(OC2=C1C=C(C=C2)OCC=2N=NC=CC2)C N-(3-(Hydroxymethyl)-2-oxopyrrolidin-3-yl)-2-methyl-5-(pyridazin-3-ylmethoxy)benzofuran-3-carboxamide